1-(1-(quinolin-5-yl)ethyl)piperidine-4-carboxylic acid N1=CC=CC2=C(C=CC=C12)C(C)N1CCC(CC1)C(=O)O